4-ethoxy-3-(1,2,5,6-tetrahydropyridin-3-yl)-1-benzofuran-7-carbonitrile C(C)OC1=CC=C(C2=C1C(=CO2)C=2CNCCC2)C#N